FC1=C(C=CC(=C1)C1NCCC1)C=1N=C2SC3=C(N2C1)C=CC(=C3)C(=O)NC3CN(C3)C 2-(2-fluoro-4-(pyrrolidin-2-yl)phenyl)-N-(1-methylazetidin-3-yl)benzo[d]imidazo[2,1-b]thiazole-7-carboxamide